FC1=C(C=C(C=C1)F)S(=O)(=O)NC=1C=C2C(=NC1)N(N=C2)CC(=O)OC(C)(C)C tert-Butyl 2-(5-((2,5-difluorophenyl)sulfonamido)-1H-pyrazolo[3,4-b]pyridin-1-yl)acetate